7-bromo-5-cyclopropyl-8-fluoro-3-methyl-1,2,3,4-tetrahydroquinoxalin-2-one BrC1=CC(=C2NC(C(NC2=C1F)=O)C)C1CC1